FC=1C(=NC=CC1CN1N=C2N([C@H](CC[C@H]2C)C(=O)O)C1=O)C(F)(F)F |r| (5RS,8RS)-2-{[3-fluoro-2-(trifluoromethyl)pyridin-4-yl]methyl}-8-methyl-3-oxo-2,3,5,6,7,8-hexahydro[1,2,4]triazolo[4,3-a]pyridine-5-carboxylic acid